C(C)OP(=O)(OCC)C(C(=O)OC(C)(C)C)CC1=NC(=NO1)CC1=CC=C(C=C1)OC(C(F)F)(F)F tert-butyl 2-(diethoxyphosphoryl)-3-(3-(4-(1,1,2,2-tetrafluoroethoxy)benzyl)-1,2,4-oxadiazol-5-yl)propanoate